O=C1N(C(C2=CC=CC=C12)=O)CC1CN(CC2(CC2)C1=O)C(=O)OC(C)(C)C tert-butyl 7-[(1,3-dioxoisoindolin-2-yl) methyl]-8-oxo-5-azaspiro[2.5]octane-5-carboxylate